CN1N=C(N=C1C=C)COCC1=C(C(=O)O)C=CC(=N1)C(F)(F)F 2-(((1-methyl-5-vinyl-1H-1,2,4-triazol-3-yl)methoxy)methyl)-6-(trifluoromethyl)nicotinic acid